(S)-5-(aminomethyl)pyrrolidine-2-one hydrochloride Cl.NC[C@@H]1CCC(N1)=O